N-(4-chlorophenyl)-3-[6-[(2-methoxyacetyl)amino]-3-pyridyl]-N,7-dimethyl-benzimidazole-5-carboxamide ClC1=CC=C(C=C1)N(C(=O)C1=CC2=C(N=CN2C=2C=NC(=CC2)NC(COC)=O)C(=C1)C)C